(6-chloroimidazo[1,2-b]pyridazin-2-yl)methanol ClC=1C=CC=2N(N1)C=C(N2)CO